N-(4-chlorobenzyl)piperidine-1-carboxamide ClC1=CC=C(CNC(=O)N2CCCCC2)C=C1